1-(3-fluorophenyl)imidazo[1,5-a]quinoline-3-carbonitrile FC=1C=C(C=CC1)C1=NC(=C2N1C1=CC=CC=C1C=C2)C#N